CC(C)(CCC(C(C)(C)C)(O)C)O 2,5,6,6-Tetramethyl-2,5-heptandiol